C12CN(CC(CC1)O2)C2=CC(=NC(=N2)C(F)(F)F)N(CC2CN(CCO2)S(=O)(=O)C)C 6-(8-oxa-3-azabicyclo[3.2.1]octan-3-yl)-N-methyl-N-((4-(methylsulfonyl)morpholin-2-yl)methyl)-2-(trifluoromethyl)pyrimidin-4-amine